C1(=CC=C(C=C1)S(=O)(=O)NC=1C=C(C=CC1)C=1N=C(SC1)NC(C)=O)C1=CC=CC=C1 N-(4-(3-([1,1'-biphenyl]-4-sulfonamido)phenyl)thiazol-2-yl)acetamid